3-[(1S,2S)-2-{[3-chloro-4-(cyclopropanesulfinyl)phenyl]carbonyl}cyclopropyl]-4,5-dihydro-1,2,4-oxadiazol-5-one ClC=1C=C(C=CC1S(=O)C1CC1)C(=O)[C@@H]1[C@H](C1)C1=NOC(N1)=O